OC1=C(C=C(C=C1)O)O 1,2,4-Tri-hydroxybenzol